4-methoxy-6-[(2-methoxyethyl)amino]pyridine-3-carboxamide COC1=C(C=NC(=C1)NCCOC)C(=O)N